tert-butyl (2R,4R)-4-hydroxy-2-methyl-piperidine-1-carboxylate O[C@H]1C[C@H](N(CC1)C(=O)OC(C)(C)C)C